FC1=C(N[CH2])C(=CC(=C1)F)F 2,4,6-trifluoro-N-(λ3-methyl)aniline